(R)-2-methyl-1-(3-methyl-2-butenyl)piperazine hydrochloride Cl.C[C@H]1N(CCNC1)CC=C(C)C